CC1(CCC2=CC(=CC=C12)B1OC(C(O1)(C)C)(C)C)C 2-(1,1-dimethylindan-5-yl)-4,4,5,5-tetramethyl-1,3,2-dioxaborolane